C(C1=CC=CC=C1)OC[C@H](CNC([C@H](C)Cl)=O)O (2S)-N-[(2S)-3-(benzyloxy)-2-hydroxypropyl]-2-chloropropanamide